cis-3-(2-chloro-6-(trifluoromethyl)pyridin-4-yl)-1-propylcyclopentane-1-carboxylic acid ClC1=NC(=CC(=C1)[C@@H]1C[C@@](CC1)(C(=O)O)CCC)C(F)(F)F